[Si](C)(C)(C(C)(C)C)OC[C@H](CN1N=C(C=C1)C1=CC=C(C=C1)OC1=NC=C(C=C1F)Cl)NC(OC(C)(C)C)=O tert-butyl (S)-(1-((tert-butyldimethylsilyl)oxy)-3-(3-(4-((5-chloro-3-fluoropyridin-2-yl)oxy)phenyl)-1H-pyrazol-1-yl)propan-2-yl)carbamate